((2-cyclopropyl-2-carbonylethyl)amino)-2-fluoro-4-methylbenzonitrile C1(CC1)C(CNC=1C(=C(C#N)C=CC1C)F)=C=O